(R or S)-2-(5-(2-(((R)-((R)-7-fluoro-1,2,3,4-tetrahydropyrido[2,3-b]pyrazin-3-yl)(phenyl)methyl)amino)ethyl)-2-methylphenyl)propanoic acid FC1=CC2=C(N[C@H](CN2)[C@@H](C2=CC=CC=C2)NCCC=2C=CC(=C(C2)[C@H](C(=O)O)C)C)N=C1 |o1:25|